CS(=O)(=O)CC1CCC(CC1)COCC(=O)OC(C)(C)C tert-butyl 2-(((1s,4s)-4-((methylsulfonyl)methyl)cyclohexyl)methoxy)acetate